3-bromo-9-phenyl-6-(9-phenylcarbazol-3-yl)carbazole BrC=1C=CC=2N(C3=CC=C(C=C3C2C1)C=1C=CC=2N(C3=CC=CC=C3C2C1)C1=CC=CC=C1)C1=CC=CC=C1